C1(CC1)C1=NN=C(O1)C(=O)N1[C@H](C2=C(CC1)NC=N2)C2=NN1C(C=CC=C1C(F)F)=C2 (R)-(5-cyclopropyl-1,3,4-oxadiazol-2-yl)(4-(7-(difluoromethyl)pyrazolo[1,5-a]pyridin-2-yl)-6,7-dihydro-1H-imidazo[4,5-c]pyridin-5(4H)-yl)methanone